BrCC(=O)C=1SC(=C(N1)C=1C=C2CCN(C2=CC1)C(=O)C1CC1)C 2-bromo-1-(4-(1-(cyclopropanecarbonyl)indolin-5-yl)-5-methylthiazol-2-yl)ethanone